C(C)(C)(C)OC(=O)N1CC2=CC=C(C=C2C1)NC(C1=C(C=C(C=C1)C=1CCN(CC1)C(=O)OC(C)(C)C)C)=O 5-[4-(1-tert-butoxycarbonyl-1,2,3,6-tetrahydro-pyridin-4-yl)-2-methyl-benzoylamino]-1,3-dihydro-isoindole-2-carboxylic acid tert-butyl ester